C(C1=CC=CC=C1)N1C(C(C2=CC=CC=C12)(CC(C1=CC=C(C=C1)C)=O)O)=O 1-benzyl-3-hydroxy-3-(2-oxo-2-(p-tolyl)ethyl)indol-2-one